COS(=O)(=O)[O-].OC1=CC=C(C=C1)[S+](C)C (4-hydroxyphenyl)dimethyl-sulfonium methylsulfate